FC=1C=C2CCC=3N(C2=CC1)N=C(C3C)C3CCN(CC3)C(=O)OC(C)(C)C tert-butyl 4-(7-fluoro-3-methyl-4,5-dihydropyrazolo[1,5-a]quinolin-2-yl)piperidine-1-carboxylate